2-propylheptyl benzoate C(C1=CC=CC=C1)(=O)OCC(CCCCC)CCC